C(CC)NC=1C=CC=2N(N1)C(=CN2)C2=CC=C(C(=O)O)C=C2 4-[6-(propylamino)imidazo[1,2-b]pyridazin-3-yl]benzoic acid